(1R,4r)-4-(2-(((R)-2-(3-Fluorophenyl)-2-hydroxyethyl)amino)-2-methylpropyl)-N-methylcyclohexane-1-sulfonamide FC=1C=C(C=CC1)[C@H](CNC(CC1CCC(CC1)S(=O)(=O)NC)(C)C)O